(R)-3-methoxy-6-(8-methyl-3-(3-methyl-1,2,4-thiadiazol-5-yl)-5,6,7,8-tetrahydro-[1,2,4]triazolo[4,3-a]pyrazine-7-carbonyl)-1H-indole-1-carboxylic acid tert-butyl ester C(C)(C)(C)OC(=O)N1C=C(C2=CC=C(C=C12)C(=O)N1[C@@H](C=2N(CC1)C(=NN2)C2=NC(=NS2)C)C)OC